ClC1=C(C(=CC=C1)Cl)NC1=C(C=CC=C1)CS(=O)(=O)NCCOCCO 1-[2-(2,6-Dichlorophenylamino)phenyl]-N-[2-(2-hydroxyethoxy)ethyl]-methanesulfonamide